ClC=1C=C2C=C(C(=CC2=CC1)OB(O)O)OC (6-chloro-3-methoxynaphthalen-2-yl)boric acid